Heptadecan-9-yl (tert-butoxycarbonyl)-L-alaninate C(C)(C)(C)OC(=O)N[C@@H](C)C(=O)OC(CCCCCCCC)CCCCCCCC